(R)-4-(7-(4-Chloro-3-(trifluoromethyl)benzoyl)-6-methyl-2-(methylthio)-4-oxo-5,6,7,8-tetrahydropyrido[3,4-d]pyrimidin-3(4H)-yl)-N-methylpicolinamide ClC1=C(C=C(C(=O)N2CC=3N=C(N(C(C3C[C@H]2C)=O)C2=CC(=NC=C2)C(=O)NC)SC)C=C1)C(F)(F)F